C(#C)C1=CC(=C(C=C1)C1=C(C=C(N=N1)NC(CNCC(C)C)=O)C)O N-(6-(4-ethynyl-2-hydroxyphenyl)-5-methylpyridazin-3-yl)-2-(isobutylamino)acetamide